manganese sesquicarbonate C(O)(O)=O.[Mn+2].C([O-])([O-])=O.C([O-])([O-])=O.[Mn+2]